C(#N)CC1(CC1)COC(=O)C1=CC=C2C(=N1)NC(=N2)CC2CC=C(CC2)C2=NC=C(C(=N2)OCOC)F ((1-(cyanomethyl) cyclopropyl) methyl)-2-((4-(5-fluoro-4-(methoxymethoxy) pyrimidin-2-yl) cyclohex-3-en-1-yl) methyl)-3H-imidazo[4,5-b]pyridine-5-carboxylate